1,2-bis-hydroxymethylpyridinium OC[N+]1=C(C=CC=C1)CO